[4-[[5-(trifluoromethyl)-2-pyridinyl]methyl]piperazin-1-yl]methanone FC(C=1C=CC(=NC1)CN1CCN(CC1)C=O)(F)F